phosphanylcarboxamide PC(=O)N